2-amino-3-(4-chlorophenyl)propyl (aminocarbonyl)carbamate NC(=O)NC(OCC(CC1=CC=C(C=C1)Cl)N)=O